CC(=CCCC(C)([C@H]1CC[C@@]2([C@@H]1[C@@H](C[C@H]3[C@]2(CC[C@@H]4[C@@]3(CC[C@@H](C4(C)C)O)C)C)O)C)O)C The molecule is a tetracyclic triterpenoid sapogenin (isolated from ginseng) that is dammarane which is substituted by hydroxy groups at the 3beta, 12beta and 20 positions and in which a double bond has been introduced at the 24-25 position. It has a role as an antineoplastic agent and a metabolite. It is a tetracyclic triterpenoid, a sapogenin, a 3beta-hydroxy steroid, a 12beta-hydroxy steroid and a 3beta-hydroxy-4,4-dimethylsteroid. It derives from a hydride of a dammarane.